C(C)(C)(C)OC(=O)N1CC2(CO2)C1 Tert-butyl-1-oxa-5-azaspiro[2.3]hexane-5-carboxylate